1'-(4-bromophenyl)-3',4'-dihydro-1'H-spiro[cyclobutane-1,2'-naphthalene]-6'-ol BrC1=CC=C(C=C1)C1C2(CCC3=CC(=CC=C13)O)CCC2